FC=1C=C(C=CC1)C1CCCN1 5-(3-fluorophenyl)pyrrolidine